BrC=1C=C2C(=NC1OC)C=C(S2)C(=O)O 6-bromo-5-methoxythieno[3,2-b]pyridine-2-carboxylic acid